C(C1=CC=CC=C1)OP(=O)(OCC1=CC=CC=C1)OCCCC(=O)N1C(=C(C2=CC(=CC=C12)C1CCN(CC1)C(=O)OC(C)(C)C)C(C)C)C=1C(=C(C=2N(C1)N=CN2)C)C tert-Butyl 4-(1-(4-((bis(benzyloxy)phosphoryl)oxy)butanoyl)-2-(7,8-dimethyl-[1,2,4]triazolo[1,5-a]pyridin-6-yl)-3-isopropyl-1H-indol-5-yl)piperidine-1-carboxylate